ClC1=NC(=CC(=N1)C#N)NC1=CC=C(C=C1)Br 2-chloro-6-[(4-bromophenyl)amino]pyrimidine-4-carbonitrile